8-(8-fluoro-2-((hexahydro-1H-pyrrolizin-7a-yl)methoxy)-4-(2-oxo-1,6-diazaspiro[3.5]nonan-6-yl)pyrido[4,3-d]pyrimidin-7-yl)-1-naphthonitrile FC1=C(N=CC2=C1N=C(N=C2N2CC1(CC(N1)=O)CCC2)OCC21CCCN1CCC2)C=2C=CC=C1C=CC=C(C21)C#N